1,8-dimercapto-3,6-dioxooctane SCCC(CCC(CCS)=O)=O